OCCN1N=C(C(=C1)C=1C=C2CC\C(\C2=CC1)=N/O)C1=CC=NC=C1 (E)-2,3-dihydro-5-[1-(2-hydroxyethyl)-3-(4-pyridinyl)-1H-pyrazol-4-yl]-1H-inden-1-one oxime